OC=1C=C(OCCOC2=CC=C(C=C2)C2=CC=C(C=C2)/C=C/C(=O)C2=CC=CC=C2)C=C(C1)O (E)-3-[4-[4-[2-(3,5-Dihydroxyphenoxy)ethoxy]phenyl]phenyl]-1-phenylprop-2-en-1-one